BrC1=CN2C(C(=CC(=C2C=C1)I)C(=O)OCC)=O ethyl 7-bromo-1-iodo-4-oxo-quinolizine-3-carboxylate